3-bis-allylphosphinyloxytetrahydrothiophene-1,1-dioxide C(C=C)P(=O)(OC1CS(CC1)(=O)=O)CC=C